N-[[4-(5-amino-4-cyano-1-tetrahydropyran-4-ylpyrazol-3-yl)-3-fluoro-phenyl]methyl]-2-methoxy-benzamide NC1=C(C(=NN1C1CCOCC1)C1=C(C=C(C=C1)CNC(C1=C(C=CC=C1)OC)=O)F)C#N